2-(6-bromopyridin-2-yl)ethan-1-amine BrC1=CC=CC(=N1)CCN